(4-((4-(4-chloro-6-cyanopyrimidin-2-yl)piperazin-1-yl)sulfonyl)phenyl)carbamate ClC1=NC(=NC(=C1)C#N)N1CCN(CC1)S(=O)(=O)C1=CC=C(C=C1)NC([O-])=O